3,3-dimethyl-1-((3-(trifluoromethyl)phenyl)amino)-2,3-dihydro-1H-indene CC1(CC(C2=CC=CC=C12)NC1=CC(=CC=C1)C(F)(F)F)C